tert-butyl 3-(6-(4-(2,3-diaminopyridin-4-yl)-1H-pyrazol-1-yl) pyridin-3-yl)-4,4,4-trifluorobutylmethylcarbamate NC1=NC=CC(=C1N)C=1C=NN(C1)C1=CC=C(C=N1)C(CCN(C(OC(C)(C)C)=O)C)C(F)(F)F